C(C)(C)(C)N(C(O)=O)[C@@H](CO)C1=CC=C(C=C1)Br.FC(F)C1=NN(C=C1C(=O)N(C(CC1=C(C=C(C=C1Cl)Cl)Cl)C)OC)C (difluoromethyl)-N-methoxy-1-methyl-N-[1-methyl-2-(2,4,6-trichlorophenyl)ethyl]pyrazole-4-carboxamide (R)-tert-butyl-(1-(4-bromophenyl)-2-hydroxyethyl)carbamate